OC=1C=C2OC3=CC(CC=C3NC2=CC1)=O 7-hydroxy-2H-phenoxazin-3-one